(2-methyl-4-(6-(1-methyl-1H-pyrazol-4-yl)pyrazolo[1,5-a]pyrazin-4-yl)benzyl)-4-(oxetan-3-ylmethyl)piperazin-2-one CC1=C(CN2C(CN(CC2)CC2COC2)=O)C=CC(=C1)C=1C=2N(C=C(N1)C=1C=NN(C1)C)N=CC2